2-[4-(1-cyano-1-methylethyl)phenyl]-3-(2,3-dihydro-1,4-benzodioxin-6-yl)-1-oxo-1,2,3,4-tetrahydroisoquinoline-4-carboxylic acid C(#N)C(C)(C)C1=CC=C(C=C1)N1C(C2=CC=CC=C2C(C1C1=CC2=C(OCCO2)C=C1)C(=O)O)=O